N1(CCCC1)C1=C(C=C(C=C1)/C=C/C(=O)C1=CC=C(C(=O)O)C=C1)S 4-[(E)-3-(4-Pyrrolidin-1-yl-3-sulfanylphenyl)prop-2-enoyl]benzoic acid